ClC=1C=C(C=CC1)NC1=NC=2N(C3=C1C=CN=C3)N=C(C2)C(=O)O 5-((3-Chlorophenyl)Amino)Pyrazolo[1,5-a]Pyrido[4,3-e]Pyrimidine-2-Carboxylic Acid